COCCOC1=C(C(=O)[O-])C=CC=N1 (2-methoxyethoxy)nicotinate